N-[[2-fluoro-4-[5-(trifluoromethyl)-1,2,4-oxadiazol-3-yl]phenyl]methyl]-1-phenyl-methanesulfonamide FC1=C(C=CC(=C1)C1=NOC(=N1)C(F)(F)F)CNS(=O)(=O)CC1=CC=CC=C1